methyl 7-(4-(4-(benzo[b]thiophen-4-yl)piperazin-1-yl)butoxy)-2-oxoquinoline-1(2H)-carboxylate S1C2=C(C=C1)C(=CC=C2)N2CCN(CC2)CCCCOC2=CC=C1C=CC(N(C1=C2)C(=O)OC)=O